1,2,3,5-tetrahydro-4H-pyrido[2,3-b][1,4]diazepin-2-one N1C2=C(NCCC1=O)N=CC=C2